FC=1C(=C(\C=N/O)C=C(C1)C1=NC(=NS1)C1=CC=C(C=C1)N1CCCC1)O (Z)-3-fluoro-2-hydroxy-5-(3-(4-(pyrrolidin-1-yl)phenyl)-1,2,4-thiadiazol-5-yl)benzaldehyde oxime